(5-amino-8-methylquinolin-6-yl)-[1-(oxan-2-yl)pyrazolo[4,3-c]pyridin-4-yl]methanone NC1=C2C=CC=NC2=C(C=C1C(=O)C1=NC=CC2=C1C=NN2C2OCCCC2)C